C(N)(=O)C=1C=C(CNC(=O)N2CCC3(N(C4=CC=C(C=C4C(C3)O)F)C)CC2)C=CC1F N-(3-carbamoyl-4-fluorobenzyl)-6'-fluoro-4'-hydroxy-1'-methyl-3',4'-dihydro-1'H-spiro[piperidine-4,2'-quinoline]-1-carboxamide